8-hydroxy-5,7-dinitro-2-naphthalenesulfonic acid OC=1C(=CC(=C2C=CC(=CC12)S(=O)(=O)O)[N+](=O)[O-])[N+](=O)[O-]